COC=1C=C(C=C(C1OC)OC)[C@@H](C(=O)N1[C@@H](CCCC1)C(=O)O[C@H](CCC1=CC(=C(C=C1)OC)OC)C1=CC(=CC=C1)OCC(NCCC)=O)CC (R)-3-(3,4-dimethoxyphenyl)-1-(3-(2-oxo-2-(propylamino)ethoxy)phenyl)propyl (S)-1-((S)-2-(3,4,5-trimethoxyphenyl)butanoyl)piperidine-2-carboxylate